(R)-8-(aminomethyl)-N2-(3-chloro-2-fluorobenzyl)-N4-(3,3-dimethylbutan-2-yl)quinazoline-2,4-diamine NCC=1C=CC=C2C(=NC(=NC12)NCC1=C(C(=CC=C1)Cl)F)N[C@H](C)C(C)(C)C